tert-butyl 4-[3-[(5-cyano-2-pyridyl)oxy]propyl]piperazine-1-carboxylate C(#N)C=1C=CC(=NC1)OCCCN1CCN(CC1)C(=O)OC(C)(C)C